NC1=NC=2N(C(C=NC2C(=N1)C=1OC(=CC1)C)=O)CCCCC1=CC=CC=C1 amino-4-(5-methylfuran-2-yl)-8-(4-phenyl-n-butyl)pteridin-7(8H)-one